C(C)(C)(CC)C12C(C3C(C=C1)(O)S3)S2 para-tert-amylphenol disulfide